6-(4-Cyclopropylphenyl)-3-azabicyclo[4.1.0]heptane C1(CC1)C1=CC=C(C=C1)C12CCNCC2C1